C(C1=CC=CC=C1)NC1=C(C(=O)N)C=CC=C1 2-(benzylamino)benzamide